S1C(=NC=C1)[2H] thiazole-d